5-N-acetyl-4,7,9-tri-O-acetylneuraminic acid C(C)(=O)N[C@@H]1[C@H](CC(C(O)=O)(O)O[C@H]1[C@H](OC(C)=O)[C@H](O)COC(C)=O)OC(C)=O